6-(3-Isopropyl-5-(octahydrocyclopenta[c]pyrrol-5-yl)-1H-indol-2-yl)-8-methoxy-[1,2,4]triazolo[1,5-a]pyridin C(C)(C)C1=C(NC2=CC=C(C=C12)C1CC2C(CNC2)C1)C=1C=C(C=2N(C1)N=CN2)OC